CN1C=C(C=CC1=O)C=1N=C2C(=NC1)N=C(S2)NC(OC(C)(C)C)=O tert-butyl (6-(1-methyl-6-oxo-1,6-dihydropyridin-3-yl)thiazolo[4,5-b]pyrazin-2-yl)carbamate